4-tertiary octylphenol C(C)(C)(CC(C)(C)C)C1=CC=C(C=C1)O